5-((5-((3-([1,2,4]triazolo[1,5-a]pyridin-6-yl)-2-methylbenzyl)oxy)-2-formylphenoxy)methyl)nicotinonitrile N=1C=NN2C1C=CC(=C2)C=2C(=C(COC=1C=CC(=C(OCC=3C=NC=C(C#N)C3)C1)C=O)C=CC2)C